C(C)(C)(C)OC(=O)N1C2CN(CC1CC2)C2=NC(N1CCOC=3C(=NC=C2C31)Cl)=O tert-butyl-3-(9-chloro-4-oxo-2,3-dihydro-4H-1-oxa-3a,5,8-triazaphenalen-6-yl)-3,8-diazabicyclo[3.2.1]octane-8-carboxylate